Methyl (S)-7-acetamido-1,2,3-trimethoxy-10-oxo-5,6,7,10-tetrahydrobenzo[a]heptalen-9-carboxylate C(C)(=O)N[C@H]1CCC2=C(C=3C=CC(C(=CC13)C(=O)OC)=O)C(=C(C(=C2)OC)OC)OC